[I-].C(CCC)C1=C(C=CC=C1)P(C1=CC=CC=C1)C1=CC=CC=C1 n-butyl-triphenylphosphine iodide